Triethylene Glycol Oxalate C(C(=O)O)(=O)O.C(COCCOCCO)O